1-(1-(2-((tert-butyldimethylsilyl)oxy)ethyl)-1H-1,2,3-triazol-4-yl)-6-chloro-5-methoxy-3-(1-(tetrahydro-2H-pyran-2-yl)-1H-pyrazol-4-yl)-1H-indole [Si](C)(C)(C(C)(C)C)OCCN1N=NC(=C1)N1C=C(C2=CC(=C(C=C12)Cl)OC)C=1C=NN(C1)C1OCCCC1